ClC1=CC=C(C=C1)S(=O)(=O)C=1C(=C(C=C(C1)NF)[C@H](C)C1=C(C=C(C=C1)F)CCCC(=O)O)NF 4-[2-((1R)-1-{[(4-chlorophenyl)sulfonyl]-2,5-difluoroaminophenyl}ethyl)-5-fluorophenyl]butanoic acid